2-Cyclopropyl-N-[5-[(5-cyclopropyloxypyridin-2-yl)carbamoyl]-4-fluoro-2-methylphenyl]-1,3-thiazole-5-carboxamide C1(CC1)C=1SC(=CN1)C(=O)NC1=C(C=C(C(=C1)C(NC1=NC=C(C=C1)OC1CC1)=O)F)C